(2,6-difluoro-4-methoxyphenyl)boronic acid FC1=C(C(=CC(=C1)OC)F)B(O)O